(S)-N-(5-(2-amino-[1,2,4]triazolo[1,5-a]pyridin-6-yl)-2-methylphenyl)-3-(4-chlorophenyl)isoxazolidine-2-carboxamide NC1=NN2C(C=CC(=C2)C=2C=CC(=C(C2)NC(=O)N2OCC[C@H]2C2=CC=C(C=C2)Cl)C)=N1